2-[2,6-bis(benzyloxy)pyridin-3-yl]-1-oxo-3H-isoindole-5-carboxylic acid C(C1=CC=CC=C1)OC1=NC(=CC=C1N1C(C2=CC=C(C=C2C1)C(=O)O)=O)OCC1=CC=CC=C1